C1(CCCC1)CC1=NC2=CC(=CC(=C2C(N1)=O)F)OCC1CCN(CC1)CCN1CCN(CC1)C1=C(C=C(C=C1)NC1C(NC(CC1)=O)=O)F 3-((4-(4-(2-(4-(((2-(cyclopentylmethyl)-5-fluoro-4-oxo-3,4-dihydroquinazolin-7-yl)oxy)methyl)piperidin-1-yl)ethyl)piperazin-1-yl)-3-fluorophenyl)amino)piperidine-2,6-dione